C(C=C)(=O)OCCC[Si](OC)(CC)CC acryloxypropyl-diethyl-methoxysilane